CC1=CC(=CC=C1)CNC(=O)C2=CC=CC(=C2)C 3-methyl-N-(3-methylbenzyl)benzamide